CC(CC(C)(C)C)(C)NC(C=C)=O N-(1,1,3,3-tetramethylbutyl)acrylamide